methyl 6-bromo-2-(bromomethyl)-3-chlorobenzoate BrC1=CC=C(C(=C1C(=O)OC)CBr)Cl